7-[1-(1H-imidazol-4-yl)ethyl]-1-methylindole N1C=NC(=C1)C(C)C=1C=CC=C2C=CN(C12)C